OC=1C=C(C=C(C1)CCC1=CC=C(C=C1)O)[O-] 3-hydroxy-5-[2-(4-hydroxyphenyl)ethyl]phenolate